GLUTAMYL-CYSTEAMIN N[C@@H](CCC(=O)O)C(=O)NCCS